C(C)OC(C1=C(N=C(C=C1)N1N=C(C=C1)OCC1C2(C13CC3)CC2)Cl)=O 2-chloro-6-(3-(dispiro[2.0.2.1]heptan-7-ylmethoxy)-1H-pyrazol-1-yl)nicotinic acid ethyl ester